bis(4-vinylphenyl)phenylphosphonate C(=C)C1=CC=C(C=C1)OP(OC1=CC=C(C=C1)C=C)(=O)C1=CC=CC=C1